C(C)(C)(C)OC(=O)N(C(OC(C)(C)C)=O)C1=NC=C(C=C1C1COCC1)NC(C(=O)N1C(CC[C@@H](C1)C)C=1C=CC2=C(N=C(S2)C2CCN(CC2)C)C1)=O tert-butyl N-tert-butoxycarbonyl-N-[5-[[2-[(5S)-5-methyl-2-[2-(1-methyl-4-piperidyl)-1,3-benzothiazol-5-yl]-1-piperidyl]-2-oxo-acetyl]amino]-3-tetrahydrofuran-3-yl-2-pyridyl]carbamate